F[C@@H]1[C@@H](C1)C(=O)NC=1SC2=C(C=C(C=3N2N=CN3)C=3C=NC(=CC3C)[C@@H](CCC)O)N1 (1S,2S)-2-fluoro-N-(5-(6-((R)-1-hydroxybutyl)-4-methylpyridin-3-yl)thiazolo[4,5-e][1,2,4]triazolo[1,5-a]pyridin-2-yl)cyclopropane-1-carboxamide